Cl.C(C)(C)(C)OC([C@H](N)C(C)C)=O D-Valine tert-butyl ester hydrochloride